endo-methyl 7-phenyl-2-azabicyclo[2.2.2]oct-5-ene-2-carboxylate C1(=CC=CC=C1)C1C2N(CC(C=C2)C1)C(=O)OC